Cl.N[C@H]1C[C@H](CC1)NC1CC=2C=CC(=CC2CC1)N1C(N=C(C=C1)NC(=O)N1CCNCC1)=O N-(1-(6-(((1s,3r)-3-Aminocyclopentyl)Amino)-5,6,7,8-Tetrahydronaphthalen-2-Yl)-2-Oxo-1,2-Dihydropyrimidin-4-Yl)Piperazine-1-Carboxamide Hydrochloride Salt